FC1(CCN(CC1)C=1N=C(C=C2C1OC=C2)NC(C2=C(C=C(C=C2)NS(=O)(=O)CCOC)N2CCC1(CC1)CC2)=O)F N-(7-(4,4-difluoropiperidin-1-yl)furo[2,3-c]pyridin-5-yl)-4-((2-methoxyethyl)sulfonamido)-2-(6-azaspiro[2.5]octan-6-yl)benzamide